(2S)-2-[(4S)-4-carboxy-4-[(5-{[(2,4-diamino-6-oxo-1,6-dihydropyrimidin-5-yl)carbamoyl]amino}pyridin-2-yl)formamido]butanamido]pentanedioic acid C(=O)(O)[C@H](CCC(=O)N[C@H](C(=O)O)CCC(=O)O)NC(=O)C1=NC=C(C=C1)NC(NC1=C(N=C(NC1=O)N)N)=O